1-allyl-2-(phenoxy)benzene C(C=C)C1=C(C=CC=C1)OC1=CC=CC=C1